C(C)(=O)OCCC(C=O)=C 4-acetoxy-2-methylenebutyraldehyde